NC=1C=2N(C3=CC(=CC=C3N1)C(=O)O)N=CC2C 4-amino-3-methylpyrazolo[1,5-a]quinoxaline-8-carboxylic acid